bis(2-methyl-4-aminophenyl)-1,3-diisopropylbenzene CC1=C(C=CC(=C1)N)C1=CC(=C(C=C1C(C)C)C(C)C)C1=C(C=C(C=C1)N)C